5-((4-fluoro-2-iso-propylphenyl)-amino)-N-(6-meth-oxy-2-methylpyridin-3-yl)-2-(tri-fluoromethyl)isonicotinamide FC1=CC(=C(C=C1)NC1=CN=C(C=C1C(=O)NC=1C(=NC(=CC1)OC)C)C(F)(F)F)C(C)C